C[Si]1(O[Si](O[Si](O[Si](O[Si](O1)(C)C)(C)C)(C)C)(C)C)C decamethylcyclopentasiloxan